(4-(5-bromo-2-chlorobenzyl)phenoxy)ethanol BrC=1C=CC(=C(CC2=CC=C(OC(C)O)C=C2)C1)Cl